4-[aminomethylcarbonylamino]-3,3-dimethylbutanoate NCC(=O)NCC(CC(=O)[O-])(C)C